choline glycine salt NCC(=O)[O-].OCC[N+](C)(C)C